C(C)(C)(C)C1=C(C(=CC(=C1)C(C)(C)C)/C=N/C1=CC=C(C=C1)OC)O (E)-2,4-di-tert-butyl-6-(((4-methoxyphenyl)imino)methyl)phenol